FC1=C(C=CC(=C1)C(F)(F)F)NC(=O)[C@H]1[C@@H]([C@H](CCC1)C1=CC=C(C=C1)O)C(=O)O (1R,2R,6S)-2-((2-fluoro-4-(trifluoromethyl)phenyl)carbamoyl)-6-(4-hydroxyphenyl)cyclohexane-1-carboxylic acid